4-(3,5-dimethylpiperidin-4-yl)-2-(2,6-dioxopiperidin-3-yl)-5,7-difluoroisoindoline-1,3-dione CC1CNCC(C1C1=C2C(N(C(C2=C(C=C1F)F)=O)C1C(NC(CC1)=O)=O)=O)C